(3-((1H-1,2,4-triazol-1-yl)sulfonyl)phenyl)(4-(2-methoxyphenyl)piperazin-1-yl)methanone N1(N=CN=C1)S(=O)(=O)C=1C=C(C=CC1)C(=O)N1CCN(CC1)C1=C(C=CC=C1)OC